Methyl 2-(3-((4-chlorophenyl)amino)phenyl)acetate ClC1=CC=C(C=C1)NC=1C=C(C=CC1)CC(=O)OC